methyl 9-(((4-amino-1-(tert-butoxycarbonyl)piperidin-4-yl)methyl)amino)-3-methoxythieno[3,2-f]quinoxaline-8-carboxylate NC1(CCN(CC1)C(=O)OC(C)(C)C)CNC1=C(SC2=C1C=1N=CC(=NC1C=C2)OC)C(=O)OC